ClC=1C=C(NC2(CCC3([C@H](CC4=CC=CC(=C34)F)C[C@H](COC3=CC=NC=4CCC[C@H](C34)C)C)CC2)C(=O)O)C=CC1 (1r,2'S,4S)-4-(3-chloroanilino)-7'-fluoro-2'-[(2R)-2-methyl-3-{[(5R)-5-methyl-5,6,7,8-tetrahydroquinolin-4-yl]oxy}propyl]-2',3'-dihydrospiro[cyclohexane-1,1'-indene]-4-carboxylic acid